methyl 7-(2-(2-aminoethoxy)-5-chlorophenyl)thieno[3,2-b]pyridine-3-carboxylate NCCOC1=C(C=C(C=C1)Cl)C1=C2C(=NC=C1)C(=CS2)C(=O)OC